ClC=1C(=C(C=CC1)CC(C)O)C (3-chloro-2-methylphenyl)propan-2-ol